C(C)C(CN([C@@H](C)C(=O)O)P(=O)(OC1=C(C(=C(C(=C1F)F)F)F)F)OC1=CC=CC2=CC=CC=C12)CC.OC1=CC=C(C=C1)C1=CC=C(C=C1)[C@@H]1CC[C@H](CC1)CCCCC 4-hydroxy-4'-(trans-4-pentylcyclohexyl)biphenyl 2-ethylbutyl-((naphthalen-1-yloxy)(perfluorophenoxy)phosphoryl)-L-alaninate